[NH4+].FC=1C=C(C(=O)NCC2CCC(CC2)N2N=C3C=C(C=CC3=C2)C(F)(F)F)C=C(C1O)F 3,5-difluoro-4-hydroxy-N-({(1r,4r)-4-[6-(trifluoromethyl)-2H-indazol-2-yl]cyclohexyl}methyl)benzamide, ammonium salt